ClC=1C=C2CCN(CC2=C(C1)C1N(CCC1)C(=O)OC(C)(C)C)C tert-butyl 2-(6-chloro-2-methyl-1,2,3,4-tetrahydroisoquinolin-8-yl)pyrrolidine-1-carboxylate